(2S,3S,4R,5R)-5-(2-(5-chloropyridin-3-yl)-6-((thiazol-4-ylmethyl)amino)-9H-purin-9-yl)-3,4-Dihydroxy-N-(methyl-d3)tetrahydrofuran-2-carboxamide ClC=1C=C(C=NC1)C1=NC(=C2N=CN(C2=N1)[C@H]1[C@@H]([C@@H]([C@H](O1)C(=O)NC([2H])([2H])[2H])O)O)NCC=1N=CSC1